methyl 3-acetyl-1-(2-((2-((3-chloro-2-fluorobenzyl) amino)-2-oxoethyl) (cyclopropyl) amino)-2-oxoethyl)-1H-indazole-5-carboxylate C(C)(=O)C1=NN(C2=CC=C(C=C12)C(=O)OC)CC(=O)N(C1CC1)CC(=O)NCC1=C(C(=CC=C1)Cl)F